C1CN(CCC1(F)F)CCN 4,4-difluoroaminoethylpiperidine